O1CCN(CC1)C=1C(=CC2=C(N=C(O2)C2CCC(CC2)C(=O)OC)C1)[N+](=O)[O-] Methyl 4-(5-morpholino-6-nitro-1,3-benzoxazol-2-yl)cyclohexanecarboxylate